CC1=NC(=NN1C=1C=C2C=CN(C2=CC1)CC1=CC=C(C=C1)C1C[C@@H]2[C@@H](CN(C2)C)C1)C(=O)N 5-methyl-1-(1-(4-((3ar,5s,6as)-2-methyl-octahydrocyclopenta[c]pyrrol-5-yl)benzyl)-1H-indol-5-yl)-1H-1,2,4-triazole-3-carboxamide